6-Chloro-2-methyl-2H-indazole ClC=1C=CC2=CN(N=C2C1)C